N-((1S,2R)-2-(Dimethylamino)cyclohexyl)-5-(2-methyl-4-phenoxyphenyl)-4-oxo-4,5-dihydro-3H-1-thia-3,5,8-triazaacenaphthylene-2-carboxamide CN([C@H]1[C@H](CCCC1)NC(=O)C=1SC=2N=CC=C3N(C(NC1C23)=O)C2=C(C=C(C=C2)OC2=CC=CC=C2)C)C